methyl ((1R,3R)-3-(6-((2-(3,3-difluoropyrrolidin-1-yl)pyrimidin-4-yl)amino)-3-methyl-2-oxo-2,3-dihydro-1H-imidazo[4,5-c]pyridin-1-yl)cyclopentyl)carbamate FC1(CN(CC1)C1=NC=CC(=N1)NC1=CC2=C(C=N1)N(C(N2[C@H]2C[C@@H](CC2)NC(OC)=O)=O)C)F